C(C)C=1N=C(SC1)C1=C(C=C(C=C1F)OCCCC1CCN(CC1)C1=NC=C(C=N1)CC)F 4-ethyl-2-(4-(3-(1-(5-ethylpyrimidin-2-yl)piperidin-4-yl)propoxy)-2,6-difluorophenyl)thiazole